N,9-diphenyl-N-{4-[4-(10-phenyl-9-anthryl)phenyl]Phenyl}-9H-carbazol-3-amine C1(=CC=CC=C1)N(C=1C=CC=2N(C3=CC=CC=C3C2C1)C1=CC=CC=C1)C1=CC=C(C=C1)C1=CC=C(C=C1)C=1C2=CC=CC=C2C(=C2C=CC=CC12)C1=CC=CC=C1